4-HYDROXYINDANE-5-CARBALDEHYDE OC1=C2CCCC2=CC=C1C=O